(5-oxotetrahydrofuran-2-yl)methyl methacrylate C(C(=C)C)(=O)OCC1OC(CC1)=O